N-(6-fluoropyridin-3-yl)-1-(6-methylpyridin-2-yl)-1H-pyrazole-3-carboxyamide FC1=CC=C(C=N1)NC(=O)CC1=NN(C=C1)C1=NC(=CC=C1)C